2-(4-Hydroxy-3-methoxystyryl)-1-methylchinolinium OC1=C(C=C(C=CC2=[N+](C3=CC=CC=C3C=C2)C)C=C1)OC